tert-butyl ((4-formyl-1-(4-(trifluoromethoxy)phenyl)-1H-pyrazolo[3,4-b]pyridin-3-yl)methyl)carbamate C(=O)C1=C2C(=NC=C1)N(N=C2CNC(OC(C)(C)C)=O)C2=CC=C(C=C2)OC(F)(F)F